(1S,2S)-N-(6-(5-chloro-6-fluoro-7-(1-(3-methyl-1H-pyrazol-1-yl)ethyl)-1H-indazol-4-yl)imidazo[1,2-a]pyrazin-2-yl)-2-fluorocyclopropane-1-carboxamide ClC=1C(=C2C=NNC2=C(C1F)C(C)N1N=C(C=C1)C)C=1N=CC=2N(C1)C=C(N2)NC(=O)[C@H]2[C@H](C2)F